FC(OC(C(C(=O)F)(F)F)(F)F)(F)F 3-(perfluoromethoxy)perfluoropropionyl fluoride